N[C@H]1CN(CCC1)C(=O)C1=CC2=C(N(C(=N2)C=2N(C3=CC(=C(C=C3C2)F)[C@@H](C)NC(=O)C=2C=NN(C2)C)CC2CC2)C)C(=C1)OC N-((R)-1-(2-(5-((R)-3-aminopiperidine-1-carbonyl)-7-methoxy-1-methyl-1H-benzo[d]imidazol-2-yl)-1-(cyclopropylmethyl)-5-fluoro-1H-indol-6-yl)ethyl)-1-methyl-1H-pyrazole-4-carboxamide